ClC=1C=C2CO[C@]3(O[C@@H]([C@H]([C@@H]([C@H]3O)O)O)C)C2=CC1CC=1SC(=CC1)CN1CCCC1 (1S,3'R,4'S,5'S,6'R)-5-chloro-6'-methyl-6-((5-(pyrrolidine-1-ylmethyl)thiophene-2-yl)methyl)-3',4',5',6'-tetrahydro-3H-spiro[isobenzofuran-1,2'-pyran]-3',4',5'-triol